O=C1N(C(C=C1)=O)CCCC(=O)N[C@@H](CCCCNC(COCCOCCOCCOCCOCCOCCOCCOCCOC)=O)C(NCC(NCCCC(=O)ON1C(CCC1=O)=O)=O)=O 2,5-dioxopyrrolidin-1-yl (S)-34-(4-(2,5-dioxo-2,5-dihydro-1H-pyrrol-1-yl) butanamido)-28,35,38-trioxo-2,5,8,11,14,17,20,23,26-nonaoxa-29,36,39-triazatritetracontan-43-oate